C(CCC)C=1NC(C(N1)(C)CNC(OCC1=CC=CC=C1)=O)=O benzyl ((2-butyl-4-methyl-5-oxo-4,5-dihydro-1H-imidazol-4-yl)methyl)carbamate